C12(CC3CC(CC(C1)C3)C2)CS(=O)(=O)NC(=O)C=2N=NC(=CC2)N2CCN(CC2)C(C2=CC(=C(C=C2)C=2C=NC=C(C2)O)F)=O N-(1-Adamantylmethylsulfonyl)-6-[4-[3-fluoro-4-(5-hydroxypyridin-3-yl)benzoyl]piperazin-1-yl]pyridazine-3-carboxamide